N1=CC(=CC=C1)[C@@H]1[C@H](C1)NC(=O)[C@@H]1CNC[C@H]1C(=O)N[C@@H]1[C@H](C1)C=1C=NC=CC1 |o1:6,7,20,21| (3S,4S)-N3,N4-bis((1S*,2R*)-2-(pyridin-3-yl)cyclopropyl)pyrrolidine-3,4-dicarboxamide